2-(2-(cis-2-isopropylcyclopropyl)phenyl)-4,4,5,5-tetramethyl-1,3,2-dioxaborolane C(C)(C)[C@@H]1[C@@H](C1)C1=C(C=CC=C1)B1OC(C(O1)(C)C)(C)C